4-amino-7-methylcoumarine NC1=CC(OC2=CC(=CC=C12)C)=O